5-(2-bromopropanoyl)-7-chloro-6-fluoro-3,3-dimethylindolin-2-one BrC(C(=O)C=1C=C2C(C(NC2=C(C1F)Cl)=O)(C)C)C